2-(2,6-dimethyl-4-pyridyl)-6-(4-fluoro-3-nitro-phenyl)-3-methyl-1H-indole CC1=NC(=CC(=C1)C=1NC2=CC(=CC=C2C1C)C1=CC(=C(C=C1)F)[N+](=O)[O-])C